ClC1=CC=C(C(=N1)C(=O)NS(=O)(=O)C)N[C@H](C)C=1C=C(C=C2C(N(C(=NC12)N1C[C@@H](CC1)OC1=NC=C(C=N1)C)C)=O)C 6-chloro-3-(((R)-1-(3,6-dimethyl-2-((R)-3-((5-methylpyrimidin-2-yl)oxy)pyrrolidin-1-yl)-4-oxo-3,4-dihydroquinazolin-8-yl)ethyl)amino)-N-(methylsulfonyl)picolinamide